(3-(3-amino-3-methylpyrrolidin-1-yl)-1-(2-(1,1-difluoroethyl)-6-ethylpyrimidin-4-yl)-1H-pyrazolo[4,3-c]pyridin-6-yl)acetamide hydrochloride Cl.NC1(CN(CC1)C1=NN(C2=C1C=NC(=C2)CC(=O)N)C2=NC(=NC(=C2)CC)C(C)(F)F)C